C1(=CC=CC=C1)C(=[Hf](C1C2=CC(=CC=C2C=2C=CC(=CC12)C(C)(C)C)C(C)(C)C)C1C=CC=C1)CCCCCC (phenyl)(1-hexyl)methylene(cyclopentadienyl)(2,7-di-tert-butylfluoren-9-yl)hafnium